C1(=CC=CC=C1)C1=C(C=2C=CC=CC2C=2N=C3N(C=CC=C3)C21)C2=CC=C(C=C2)B(O)O (4-(6-phenylnaphtho[1',2':4,5]imidazo[1,2-a]pyridin-5-yl)phenyl)boronic acid